4-methyl-5-(trifluoromethyl)tetrahydrofuran CC1CCOC1C(F)(F)F